C(=CC)N1[C@H](CCC1)CNC(N[C@@H](CC1=CC=CC=C1)B(O)O)=O ((R)-1-(3-(((R)-1-propenylpyrrolidin-2-yl)methyl)ureido)-2-phenylethyl)boronic acid